CC=1C(=[N+](C2=CC=CC=C2[N+]1[O-])[O-])C(C)=O 3-methyl-2-acetyl-quinoxaline-1,4-dioxide